CC1=C(C(=O)O)C=CC(=N1)CO methyl-6-hydroxymethylnicotinic acid